ClC1=NC=CC(=C1Cl)N1CCN(CC1)CC=1C=C2CN(C(C2=CC1)=O)C1C(NC(CC1)=O)=O 3-(5-((4-(2,3-dichloropyridin-4-yl)piperazin-1-yl)methyl)-1-oxoisoindolin-2-yl)piperidine-2,6-dione